ClC=1C=CC2=C(CC(CC=3N2C(=NN3)[C@@H]3CC[C@H](CC3)N3CCOCC3)OC)C1 8-Chloro-5-methoxy-1-[trans-4-(morpholin-4-yl)cyclohexyl]-5,6-dihydro-4H-[1,2,4]triazolo[4,3-a][1]benzazepin